BrC=1C(=C2C=NC(=NN2C1C1CCCC1)N[C@H]1[C@@H](COCC1)F)F 6-bromo-7-cyclopentyl-5-fluoro-N-((3S,4R)-3-fluorotetrahydro-2H-pyran-4-yl)pyrrolo[2,1-f][1,2,4]triazin-2-amine